1-[(cis)-3-hydroxy-3-methylcyclobutyl]-7-(trifluoromethyl)-1H-indazol-5-ol OC1(CC(C1)N1N=CC2=CC(=CC(=C12)C(F)(F)F)O)C